methyl 4-(4-aminoisoquinolin-5-yl)benzoate NC1=CN=CC2=CC=CC(=C12)C1=CC=C(C(=O)OC)C=C1